[N+](=O)([O-])CC=1C=C(N)C=CC1 3-nitromethylaniline